tert-butyl N-[2-[[1-[1-[1-[(4-methoxyphenyl)methyl]-2,6-dioxo-3-piperidyl]-3-methyl-2-oxo-benzimidazol-5-yl]-4-piperidyl]methoxy]ethyl]-N-methyl-carbamate COC1=CC=C(C=C1)CN1C(C(CCC1=O)N1C(N(C2=C1C=CC(=C2)N2CCC(CC2)COCCN(C(OC(C)(C)C)=O)C)C)=O)=O